NC1=NC2=C(C=3N1N=C(N3)C=3OC=CC3)C=NN2C(C(=O)NC[C@@H](C)O)(C)C2=CC=CC=C2 2-(5-amino-2-(furan-2-yl)-7H-pyrazolo[4,3-e][1,2,4]triazolo[1,5-c]pyrimidin-7-yl)-N-((R)-2-hydroxypropyl)-2-phenylpropionamide